6-(1-(Azetidin-3-yl)-1H-pyrazol-4-yl)-4-(6-(4-((6-methoxypyridin-3-yl)methyl)piperazin-1-yl)pyridin-3-yl)pyrazolo[1,5-a]pyrazine-3-carbonitrile 2,2,2-trifluoroacetate FC(C(=O)O)(F)F.N1CC(C1)N1N=CC(=C1)C=1N=C(C=2N(C1)N=CC2C#N)C=2C=NC(=CC2)N2CCN(CC2)CC=2C=NC(=CC2)OC